[NH4+].[NH4+].[Mo+4] Molybdenum-diammonium salt